BrC=1C(=C(C(=O)OC)C(=CC1)C)F methyl 3-bromo-2-fluoro-6-methylbenzoate